[N+](=O)([O-])C=1C=C2NC=C(CCN)C2=CC1 6-nitrotryptamine